The molecule is an amino trisaccharide consisting of two D-galactose residues and an N-acetyl-D-galactosamine residue (at the reducing end) in a linear sequence. It is an amino trisaccharide and a galactosamine oligosaccharide. CC(=O)N[C@@H]1[C@H]([C@H]([C@H](OC1O)CO)O[C@H]2[C@@H]([C@H]([C@H]([C@H](O2)CO)O[C@@H]3[C@@H]([C@H]([C@H]([C@H](O3)CO)O)O)O)O)O)O